CN1N=C2C(=CC(=CC2=C1)C=1OC2=C(C=C(C=C2C(C1)=O)C)[C@@H](C)NC=1C(=NC=CC1)C(=O)O)C 3-[[(1R)-1-[2-(2,7-Dimethylindazol-5-yl)-6-methyl-4-oxo-chromen-8-yl]ethyl]amino]pyridine-2-carboxylic acid